CN(C(=O)C=1C(=CC(N(C1)C[C@]1(C(CN(CC1)C(=O)OC(C)(C)C)(C)C)O)=O)C1=CC=CC=C1)C tert-butyl (S)-4-((5-(dimethylcarbamoyl)-2-oxo-4-phenylpyridin-1(2H)-yl) methyl)-4-hydroxy-3,3-dimethylpiperidine-1-carboxylate